FC=1C=C2C(=CNC(C2=CC1F)=O)[C@H](C)N(C(=O)NCC1=CC=C(C=C1)F)C (S)-1-(1-(6,7-difluoro-1-oxo-1,2-dihydroisoquinolin-4-yl)ethyl)-3-(4-fluorobenzyl)-1-methylurea